CN(C)C[C@@H]1[C@@H]([C@@H]2CN(C[C@H]([C@H](CN12)OC)OC)C(=O)NC1=CC=C(C=C1)OC)C1=CC=C(C=C1)C#CC1=CC=CC=C1 (3S,4R,8R,9S,10S)-10-((dimethylamino)methyl)-3,4-dimethoxy-N-(4-methoxyphenyl)-9-(4-(phenylethynyl)phenyl)-1,6-diazabicyclo[6.2.0]decane-6-carboxamide